2-nitro-3,5-dichloro-4-methoxycarbonyloxy-benzoic acid [N+](=O)([O-])C1=C(C(=O)O)C=C(C(=C1Cl)OC(=O)OC)Cl